[Na+].C1CCC2=C(C=3CCCC3C=C12)NC(=O)[NH-] ((1,2,3,5,6,7-hexahydro-s-indacen-4-yl)carbamoyl)amide sodium